ClC1=C(C=CC(=C1)OC1=CC=CC=C1)C(=O)C1=CNC=2N=CN=C(C21)N2CCC(CC2)C [1-(5-{[2-chloro-4-(phenyloxy)phenyl]carbonyl}-7H-pyrrolo[2,3-d]pyrimidin-4-yl)hexahydropyridin-4-yl]methane